P(=O)([O-])([O-])[O-].[Na+].C1(=CC=CC=C1)OCCCCCCCCCCCC.[Na+].[Na+] lauryl phenyl ether sodium phosphate